(S)-4'-(2-methylbutyl)-4-biphenylcarbonitrile C[C@H](CC1=CC=C(C=C1)C1=CC=C(C=C1)C#N)CC